4-(9-Chloro-3-ethynyl-6,6-dimethyl-11-oxo-6,11-dihydro-5H-benzo[b]carbazol-8-yl)piperazine ClC1=CC2=C(C(C=3NC4=CC(=CC=C4C3C2=O)C#C)(C)C)C=C1N1CCNCC1